8-(1-isopropyl-4-(trifluoromethyl)-1H-imidazol-2-yl)-2,3,4,5-tetrahydrobenzo[f][1,4]oxazepin C(C)(C)N1C(=NC(=C1)C(F)(F)F)C1=CC2=C(CNCCO2)C=C1